[Ru+2].CC1=C(C(=CC(=C1)C)C)N1C(N(CC1)C1=C(C=C(C=C1C)C)C)=CC(=CC(C1=NC=CC(=C1Cl)Cl)C1=NC=CC=C1)C [1,3-bis-(2,4,6-trimethylphenyl)-2-imidazolidinylidene]dichloro(3-methyl-2-butenylidene)bis(pyridine) Ruthenium(II)